C(#N)C1=CC=C(C=C1)[C@@H]1COC2=C(O1)C=CC=C2C2CCN(CC2)CC2=NC1=C(N2C[C@H]2OCC2)C(=C(C=C1F)C(=O)O)F 2-({4-[(2R)-2-(4-cyanophenyl)-2,3-dihydro-1,4-benzodioxin-5-yl]piperidin-1-yl}methyl)-4,7-difluoro-1-{[(2S)-oxetan-2-yl]methyl}-1H-1,3-benzodiazole-6-carboxylic acid